1-methyl-1H-pyrazole-3,5-dicarboxylic acid-5-ethyl ester C(C)OC(=O)C1=CC(=NN1C)C(=O)O